C(CCC)(C1=CC(=C(C=C1C)O)C(C)(C)C)C1=CC(=C(C=C1C)O)C(C)(C)C 4,4'-butylidenebis(2-tert-butyl-5-methylphenol)